BrC=1C=C(C(=O)[O-])C=C(C1C)C 3-bromo-4,5-dimethylbenzoate